1-(2,4-Dichloro-phenyl)-5-[4-(4-fluoro-but-1-ynyl)-phenyl]-4-hydroxymethyl-1H-pyrazole-3-carboxylic acid piperidin-1-ylamide N1(CCCCC1)NC(=O)C1=NN(C(=C1CO)C1=CC=C(C=C1)C#CCCF)C1=C(C=C(C=C1)Cl)Cl